butylperoxysilane C(CCC)OO[SiH3]